tert-butyl 7-acryloyl-2-(4-(bicyclo[1.1.1]pentan-1-yl)phenyl)-2,3,4,5a,6,7,8,9-octahydro-5H-1,2,5,7-tetraazabenzo[cd]azulene-5-carboxylate C(C=C)(=O)N1CC2C3=C(N(N=C3CC1)C1=CC=C(C=C1)C13CC(C1)C3)CCN2C(=O)OC(C)(C)C